1-(2-hydroxy-4,6-bis(methoxymethoxy)phenyl)propan-1-one OC1=C(C(=CC(=C1)OCOC)OCOC)C(CC)=O